1-[3-(1,3-dioxolan-2-yl)-4-nitro-phenyl]cyclopropanecarbonitrile O1C(OCC1)C=1C=C(C=CC1[N+](=O)[O-])C1(CC1)C#N